C(C)OC(=O)C=1C(=NOC1C1=NC=C(C=C1)Br)C 5-(5-Bromo-pyridin-2-yl)-3-methyl-isoxazole-4-carboxylic acid ethyl ester